C(C)(=O)O[C@@H]1[C@@H]([C@H]([C@@H](SC2=CC(=C(C=C2)C#N)Cl)O[C@@H]1COC(C)=O)OC)N1N=NC(=C1)C=1N=C(SC1)N 3-chloro-4-cyanophenyl 4,6-di-O-acetyl-3-[4-(2-aminothiazol-4-yl)-1H-1,2,3-triazol-1-yl]-3-deoxy-2-O-methyl-1-thio-alpha-D-galactopyranoside